4-[4-(trifluoromethyl)phenyl]piperidin-4-ol FC(C1=CC=C(C=C1)C1(CCNCC1)O)(F)F